The molecule is an imidazolium ion resulting from the protonation of the nitrogen at position 3 of the imidazole group of neticonazole. It is a conjugate acid of a neticonazole. CCCCCOC1=CC=CC=C1/C(=C\\SC)/[N+]2=CNC=C2